C(C1=CC=CC=C1)ON1[C@@H]2CC[C@H](N(C1=O)C2)C(=O)N (2S,5R)-6-benzyloxy-7-oxo-1,6-diazabicyclo[3.2.1]octane-2-formamide